C(C=CC)CC(C)(C)P(C(C)(C)C)C(C)(C)C (crotyl)(tri-t-butylphosphine)